C(C)(C)(C)OC(=O)C1CCN(CC1)C1=C2CCNC2=CC=C1 1-indoline-4-ylpiperidine-4-carboxylic acid tert-butyl ester